(3-allyloxy-2,2-difluoro-propyl) triflate O(S(=O)(=O)C(F)(F)F)CC(COCC=C)(F)F